C(C1=CC=CC=C1)OC=1C(=CC2=C(NC([C@H]3N(C2=O)C[C@H](C3)O)=O)C1)OC (2S,11aS)-8-(Benzyloxy)-2-hydroxy-7-methoxy-1,2,3,11a-tetrahydro-5H-benzo[e]pyrrolo[1,2-a][1,4]diazepine-5,11(10H)-dione